butyryl-benzylamide diacetate C(C)(=O)[O-].C(C)(=O)[O-].C(CCC)(=O)[N-]CC1=CC=CC=C1